O=C(CCCC(=O)O)OC1=CC=C2C(=CNC2=C1)CCN1CCCC1 5-oxo-5-((3-(2-(pyrrolidin-1-yl)ethyl)-1H-indol-6-yl)oxy)pentanoic acid